1,4-dimethylenebenzene C=C1C=CC(C=C1)=C